2-(ethylamino)ethyl (S)-6-diazo-2-((S)-2-methoxypropanamido)-5-oxohexanoate [N+](=[N-])=CC(CC[C@@H](C(=O)OCCNCC)NC([C@H](C)OC)=O)=O